2-{3-azabicyclo[3.1.0]hex-3-yl}-3-fluoro-5-(hydroxymethyl)benzonitrile C12CN(CC2C1)C1=C(C#N)C=C(C=C1F)CO